N-Boc-(R)-phenylglycine C(=O)(OC(C)(C)C)N[C@H](C1=CC=CC=C1)C(=O)O